2,4-difluoro-2'-nitro-1,1'-biphenyl FC1=C(C=CC(=C1)F)C1=C(C=CC=C1)[N+](=O)[O-]